CC(CCCCCCCC(=O)O)CC(C)(C)C 9,11,11-trimethyldodecanoic acid